FC1=CC=C(C=C1)C1=CC=C(C=C1)[C@@H]1CC[C@H](CC1)CCC 4-fluoro-4'-(trans-4-propylcyclohexyl)-1,1'-biphenyl